[Cl-].CC=1C=C(C=C(C1)C)C(CCP)C1=CC(=CC(=C1)C)C bis(3,5-dimethylphenyl)propylphosphine chloride